FC=1C=C(C=CC1)C1=C2N(C(=NC1=O)NC1CC(C1)OC)C=CC(=C2)C(F)(F)F 4-(3-fluorophenyl)-1-(((1R,3R)-3-methoxycyclobutyl)amino)-6-(trisFluoromethyl)-3H-pyrido[1,2-c]pyrimidin-3-one